1-[4-(2-amino-5-methyl-1,3-thiazol-4-yl)-2-methylphenyl]pyrrolidin-2-one NC=1SC(=C(N1)C1=CC(=C(C=C1)N1C(CCC1)=O)C)C